2-[4,6-bis(4-phenylphenyl)-1,3,5-triazin-2-yl]-5-(2-hydroxy-1-methyl-ethoxy)phenol C1(=CC=CC=C1)C1=CC=C(C=C1)C1=NC(=NC(=N1)C1=CC=C(C=C1)C1=CC=CC=C1)C1=C(C=C(C=C1)OC(CO)C)O